tert-Butyl 4-((2-(2-(4-methylbenzamido)phenyl)benzofuran-6-yl)methyl)piperazine-1-carboxylate CC1=CC=C(C(=O)NC2=C(C=CC=C2)C=2OC3=C(C2)C=CC(=C3)CN3CCN(CC3)C(=O)OC(C)(C)C)C=C1